N-(2,6-difluoro-4-(2-(((3S,5S)-5-fluoropiperidin-3-yl)amino)-8-isopropyl-7-oxo-7,8-dihydropteridin-6-yl)phenyl)-1-phenylmethanesulfonamide FC1=C(C(=CC(=C1)C1=NC=2C=NC(=NC2N(C1=O)C(C)C)N[C@@H]1CNC[C@H](C1)F)F)NS(=O)(=O)CC1=CC=CC=C1